C1=CC(=C2C=CC=C3C4=CC=CC5=CC=CC(C1=C23)=C45)CCCC(=O)OC4=CC=C(C=C4)B4OC(C(O4)(C)C)(C)C 4-(4,4,5,5-tetramethyl-1,3,2-dioxaborolan-2-yl)phenyl 4-(perylen-3-yl)butanoate